BrC1=CC=C(C(=O)C2=CC(=C(C=C2)OC)F)C=C1 4-bromo-3'-fluoro-4'-methoxybenzophenone